(2,3,6-trifluorophenyl)methylamine FC1=C(C(=CC=C1F)F)CN